CN1N=C(C=C1C)NC1=NC=C(C(=N1)C1=CNC2=C(C=CC=C12)NC(CN1C[C@H]([C@H](C1)O)F)=O)C N-(3-(2-((1,5-dimethyl-1H-pyrazol-3-yl)amino)-5-methylpyrimidin-4-yl)-1H-indol-7-yl)-2-((3R,4S)-3-fluoro-4-hydroxypyrrolidin-1-yl)acetamide